(S)-4-(2-chlorophenyl)-1-((1-hydroxypropan-2-yl)amino)-6-(trifluoromethyl)-3H-pyrido[1,2-c]pyrimidin-3-one ClC1=C(C=CC=C1)C1=C2N(C(=NC1=O)N[C@H](CO)C)C=CC(=C2)C(F)(F)F